2-ethoxy-4-(trifluoromethyl)benzoic acid C(C)OC1=C(C(=O)O)C=CC(=C1)C(F)(F)F